COC(=O)C1=CC(=C(C2=CN(N=C12)COCC[Si](C)(C)C)OC)C(C)NC(=O)OC(C)(C)C.P(=O)([O-])([O-])[O-].[Zr+4].P(=O)([O-])([O-])[O-].P(=O)([O-])([O-])[O-].P(=O)([O-])([O-])[O-].[Zr+4].[Zr+4] zirconium phosphate methyl-5-(1-((tert-butoxycarbonyl)amino)ethyl)-4-methoxy-2-((2-(trimethylsilyl)ethoxy)methyl)-2H-indazole-7-carboxylate